zinc chromium sulfate S(=O)(=O)([O-])[O-].[Cr+3].[Zn+2]